FC1(CCN(CC1)NC(OCCCC)=O)C=O butyl (4-fluoro-4-formylpiperidin-1-yl)carbamate